CN1CC(CC1)C=1C=CC=2N(C1)N=CC2 6-(1-methylpyrrolidin-3-yl)pyrazolo[1,5-a]pyridine